O=C1NC(CCC1N1C(C2=CC=CC(=C2C1)SCC(=O)NC)=O)=O 2-((2-(2,6-dioxopiperidin-3-yl)-1-oxoisoindolin-4-yl)thio)-N-methylacetamide